4-adamantane-amine C12CC3C(C(CC(C1)C3)C2)N